COCCOCCOCCOC 1,2-bis(2-methoxyethoxy)ethane